4-hydroxy-N-methyl-N-(6-(methyl(piperidin-4-yl)amino)pyridazin-3-yl)benzamide OC1=CC=C(C(=O)N(C=2N=NC(=CC2)N(C2CCNCC2)C)C)C=C1